COC(=O)[C@@]1(CNC2=CC(=CC=C12)CC1=CC=C(C=C1)F)C (3S)-6-[(4-fluorophenyl)methyl]-3-methyl-indoline-3-carboxylic acid methyl ester